FC=1C=C2C(C(N(C2=CC1)C1CCN(CC1)C1CCC(CC1)C(C)C)=O)CC(=O)NOC 2-(5-fluoro-1-(1-((1s,4s)-4-isopropylcyclohexyl)piperidin-4-yl)-2-oxoindolin-3-yl)-N-methoxyacetamide